COC1=C(C=C2C=CC(=NC2=C1)C)C1=CN=C(N1)[C@H](CCCCCC(=O)C=1OC=CN1)NC(=O)C1=NN2C(N=CC=C2)=C1 N-[(1S)-1-[5-(7-methoxy-2-methylquinolin-6-yl)-1H-imidazol-2-yl]-7-(1,3-oxazol-2-yl)-7-oxoheptyl]pyrazolo[1,5-a]pyrimidine-2-carboxamide